The molecule is an N-acyl-L-alpha-amino acid that is N-acetylmethionine where the sulfur is oxidised to the corresponding sulfone. It is a N-acyl-L-alpha-amino acid, a L-methionine derivative, a sulfone and a N-acetyl-L-amino acid. It is a conjugate acid of a N-acetylmethionine sulfone(1-). CC(=O)N[C@@H](CCS(=O)(=O)C)C(=O)O